C1=C(C(=O)NC(=O)N1)Br bromouracil